NC1=NC(=CC=C1NC(OCC)=O)NCC1=C(C=CC=C1)C(F)(F)F Ethyl (2-amino-6-((2-(trifluoromethyl)benzyl)amino)pyridin-3-yl)carbamate